CCC(CC)OC([C@@H](F)ON1[C@@H]2C=C([C@H](N(C1=O)C2)C(N)=O)C)=O (R)-2-((2S,5R)-2-carbamoyl-3-methyl-7-oxo-1,6-diazabicyclo[3.2.1]Oct-3-en-6-yloxy)-2-fluoroacetic acid pent-3-yl ester